((2R,3S,4R,5R)-5-cyano-3,4-dihydroxy-5-(4-((((pivaloyloxy)methoxy)carbonyl)amino) pyrrolo[2,1-f][1,2,4]triazin-7-yl)tetrahydrofuran-2-yl)methyl (S)-2-amino-3,3-dimethylbutanoate N[C@H](C(=O)OC[C@H]1O[C@]([C@@H]([C@@H]1O)O)(C1=CC=C2C(=NC=NN21)NC(=O)OCOC(C(C)(C)C)=O)C#N)C(C)(C)C